Cl.COC(C([C@H](CC)C)N)=O (3S)-2-amino-3-methylpentanoic acid methyl ester hydrochloride